FC=1C=NC=CC1C1=CC=2C(NCC(C2N1)CCOC)=O 2-(3-fluoropyridin-4-yl)-7-(2-methoxyethyl)-1H,5H,6H,7H-pyrrolo[3,2-c]pyridin-4-one